N[C@H]1[C@@H]2N(C[C@H]1CC2)C(=O)C2=CC1=C(N(C(=N1)C=1N(C3=CC(=CC=C3C1)C1=CC=C(C=C1)NC(C=C)=O)CC1CC1)C)C(=C2)OC N-[4-(2-{5-[(1R,4R,7R)-7-amino-2-azabicyclo[2.2.1]heptane-2-carbonyl]-7-methoxy-1-methyl-1H-1,3-benzodiazol-2-yl}-1-(cyclopropylmethyl)-1H-indol-6-yl)phenyl]prop-2-enamide